(R)-1-methyl-N-(1-methylcyclopropyl)-5-oxo-4-((1-(prop-2-yn-1-yl)-1H-pyrazol-4-yl)methyl)-1,2,4,5-tetrahydroimidazo[1,2-a]quinazoline-7-sulfonamide C[C@@H]1CN=C2N1C1=CC=C(C=C1C(N2CC=2C=NN(C2)CC#C)=O)S(=O)(=O)NC2(CC2)C